C1(=CC=CC2=CC=CC=C12)[C@@H](C)O |r| (RS)-1-naphthyl-1-ethanol